5-(2-chlorobenzoyl)amino-3-(1-hexyl-1,2,3,6-tetrahydropyridin-4-yl)-1H-indole ClC1=C(C(=O)NC=2C=C3C(=CNC3=CC2)C=2CCN(CC2)CCCCCC)C=CC=C1